ClCCC(=C(C1=CC=C(C=C1)O)C1=CC=C(OCCN2CCC(CC2)CN[C@@H]2CN(CCC2)C=2C=C3C(N(C(C3=CC2)=O)C2C(NC(CC2)=O)=O)=O)C=C1)C1=CC=CC=C1 5-((S)-3-(((1-(2-(4-(4-chloro-1-(4-hydroxyphenyl)-2-phenylbut-1-en-1-yl)phenoxy)ethyl)piperidin-4-yl)methyl)amino)piperidin-1-yl)-2-(2,6-dioxopiperidin-3-yl)isoindoline-1,3-dione